N-(2-(4-((3,5-difluoro-4-(trifluoromethoxy)benzyl)amino)butoxy)ethyl)-6-(1,3,4-oxadiazol-2-yl)-1H-indazol-4-amine FC=1C=C(CNCCCCOCCNC=2C=3C=NNC3C=C(C2)C=2OC=NN2)C=C(C1OC(F)(F)F)F